tert-butyl N-[(1R)-1-formyl-2-[1-(trifluoromethyl)cyclopropyl]ethyl]carbamate C(=O)[C@@H](CC1(CC1)C(F)(F)F)NC(OC(C)(C)C)=O